FC=1C=C(OCC2=CC(=C(C=C2)OC)[N+](=O)[O-])C=CC1F 4-((3,4-Difluorophenoxy)-methyl)-1-methoxy-2-nitro-benzene